1-methyl-5-(2-fluorophenylamino)-1,5-dihydro-4H-pyrazolo[3,4-d]pyrimidin-4-one CN1N=CC2=C1N=CN(C2=O)NC2=C(C=CC=C2)F